NC1=C(OC2=CC=CC=C2)C=CC=C1N 2-amino-3-amino-phenoxybenzene